ClC1=CC=C2C(N(C(=NC2=C1)C)C1=CC(=CC=C1)O)=O 7-chloro-3-(3-hydroxyphenyl)-2-methyl-quinazolin-4(3H)-one